N-(4-((4-([1,2,4]triazolo[1,5-a]pyridin-7-yloxy)-2-ethoxy-5-methylphenyl)amino)-7-methoxyquinazolin-6-yl)-2-fluoro-3-(1-methylpyrrolidin-2-yl)acrylamide N=1C=NN2C1C=C(C=C2)OC2=CC(=C(C=C2C)NC2=NC=NC1=CC(=C(C=C21)NC(C(=CC2N(CCC2)C)F)=O)OC)OCC